C(C(C)C)OCNC(C=C)=O N-(isobutoxy)methyl-acrylamide